5-bromo-1-methylindole-3-carboxylic acid BrC=1C=C2C(=CN(C2=CC1)C)C(=O)O